5-[4-(chloromethyl)phenyl]-2-(trifluoromethoxy)pyridine tert-Butyl-4-(3-fluoro-4-(4-(4-oxo-4,5,6,7-tetrahydro-1H-pyrrolo[3,2-c]pyridin-2-yl)pyridin-2-yl)phenyl)piperazine-1-carboxylate C(C)(C)(C)OC(=O)N1CCN(CC1)C1=CC(=C(C=C1)C1=NC=CC(=C1)C1=CC=2C(NCCC2N1)=O)F.ClCC1=CC=C(C=C1)C=1C=CC(=NC1)OC(F)(F)F